1-[bis(dimethylamino)methyl]-1H-benzotriazolium 3-oxide hexafluorophosphate F[P-](F)(F)(F)(F)F.CN(C)C([NH+]1N=[N+](C2=C1C=CC=C2)[O-])N(C)C